3-[5-({[4-(Aminomethyl)phenyl]methyl}sulfanyl)-4-cyano-1-(furan-3-carbonyl)-1H-pyrazol-3-yl]-N,N,4-trimethyl-2-oxopiperidin-1-sulfonamid NCC1=CC=C(C=C1)CSC1=C(C(=NN1C(=O)C1=COC=C1)C1C(N(CCC1C)S(=O)(=O)N(C)C)=O)C#N